ClC=1C=C(C=CC1F)NC(=O)C1=C(N=CN1C)C1CC2CC(CC2C1)(O)C1=CC(=NN1C)C=1C=NC(=CC1)C=O N-(3-chloro-4-fluorophenyl)-4-(5-(3-(6-formylpyridin-3-yl)-1-methyl-1H-pyrazol-5-yl)-5-hydroxyoctahydropentalen-2-yl)-1-methyl-1H-imidazole-5-carboxamide